N-(2-(3-carbamoylguanidino)ethyl)methacrylamide ethyl-3-((1-(2-(bis(4-methoxybenzyl)amino)pyridin-3-yl)ethyl)amino)propanoate C(C)OC(CCNC(C)C=1C(=NC=CC1)N(CC1=CC=C(C=C1)OC)CC1=CC=C(C=C1)OC)=O.C(N)(=O)NC(NCCNC(C(=C)C)=O)=N